tert-Butyl ((6-((3-bromo-2-methylphenyl)carbamoyl)pyridin-3-yl)methyl)(2-hydroxyethyl)carbamate BrC=1C(=C(C=CC1)NC(=O)C1=CC=C(C=N1)CN(C(OC(C)(C)C)=O)CCO)C